COC1=CC=CC=2C(N3C(=NC12)C(CC3)CC(C(=O)OCC)C(=O)OCC)=O Diethyl 2-((5-methoxy-9-oxo-1,2,3,9-tetrahydropyrrolo[2,1-b]quinazolin-3-yl)methyl)malonate